3-(2-aminophenoxy)propane-1-sulfonic acid NC1=C(OCCCS(=O)(=O)O)C=CC=C1